FC(C1=NC(=NC=C1)C1=C(C=CC=C1)CNC(OC(C)(C)C)=O)(F)F tert-butyl N-({2-[4-(trifluoromethyl)pyrimidin-2-yl]phenyl}methyl)carbamate